1-(chloromethyl)-4-[3-(difluoromethoxy)phenoxy]benzene ClCC1=CC=C(C=C1)OC1=CC(=CC=C1)OC(F)F